C(C)OC(=O)C=1C=NC(=C(C1)C=C(F)F)CC.NC1=NC=C(C=N1)/C(=C/C=1C=C(C=NC1CC)C(=O)OCC)/F ethyl 5-[(Z)-2-(2-aminopyrimidin-5-yl)-2-fluoroethenyl]-6-ethylpyridine-3-carboxylate Ethyl-5-(2,2-difluoroethenyl)-6-ethylpyridine-3-carboxylate